5-(3-(7-((3-((2,6-dimethylphenyl)amino)-1-methyl-1H-pyrazolo[3,4-d]pyrimidin-6-yl)amino)-3,4-dihydroisoquinolin-2(1H)-yl)azetidin-1-yl)-2-(2,6-dioxopiperidin-3-yl)isoindoline-1,3-dione CC1=C(C(=CC=C1)C)NC1=NN(C2=NC(=NC=C21)NC2=CC=C1CCN(CC1=C2)C2CN(C2)C=2C=C1C(N(C(C1=CC2)=O)C2C(NC(CC2)=O)=O)=O)C